4-(dimethylcarbamoyl)phenylboronic acid CN(C(=O)C1=CC=C(C=C1)B(O)O)C